4-[4-Cyano-6-(5-fluoro-2-methyl-phenyl)-3-hydroxy-pyridin-2-yl]-4-oxo-butyric acid C(#N)C1=C(C(=NC(=C1)C1=C(C=CC(=C1)F)C)C(CCC(=O)O)=O)O